[Na].[Na].C#1C(CCCCCCCC(CCCC1)S)S cyclotetradecyne-2,10-bis(thiol) disodium